ClC=1C=C(C=CC1)C1OP(OCC1)(=O)N[C@@H](CC(=O)N1CC=2N(CC1)C(=NN2)C(F)(F)F)CC2=C(C=C(C(=C2)F)F)F (3R)-3-((4-(3-chlorophenyl)-2-oxo-1,3,2-dioxaphosphorinan-2-yl)amino)-1-(3-(trifluoromethyl)-5,6-dihydro-[1,2,4]triazolo[4,3-a]pyrazin-7(8H)-yl)-4-(2,4,5-trifluorophenyl)butan-1-one